N-(2-(Thiomorpholinomethyl)quinolin-8-yl)-4-(trifluoromethyl)benzenesulfonamide S1CCN(CC1)CC1=NC2=C(C=CC=C2C=C1)NS(=O)(=O)C1=CC=C(C=C1)C(F)(F)F